CNC(C1=NC(=C(C=C1)N1CCN(CC1)CC1=CC=2NC(N(C(C2S1)=O)C)=O)C)=O N,6-dimethyl-5-(4-((3-methyl-2,4-dioxo-1,2,3,4-tetrahydrothieno[3,2-d]pyrimidin-6-yl)methyl)piperazin-1-yl)picolinamide